2,4-dimethyltetrahydrobenzaldehyde CC1C(C=O)C=CC(C1)C